CCCCCCCCCCCCCCCCCC(=O)OC[C@H](COP(=O)([O-])OC[C@@H](C(=O)[O-])[NH3+])OC(=O)CCCCCCC/C=C\\CCCCCCCC The molecule is a 3-sn-phosphatidyl-L-serine(1-) that is the conjugate base of 1-stearoyl-2-oleoyl-sn-glycero-3-phosphoserine; major species at pH 7.3. It is a conjugate base of a 1-stearoyl-2-oleoyl-sn-glycero-3-phosphoserine.